1-((2-(2,6-dioxopiperidin-3-yl)-4-fluoro-1-oxoisoindolin-5-yl)methyl)-3-(4-((2-(trifluoromethyl)benzyl)oxy)phenyl)urea O=C1NC(CCC1N1C(C2=CC=C(C(=C2C1)F)CNC(=O)NC1=CC=C(C=C1)OCC1=C(C=CC=C1)C(F)(F)F)=O)=O